tert-butyl 7-[4-[3-(2,4-dioxohexahydropyrimidin-1-yl)-1-methyl-indazol-6-yl]piperazin-1-yl]heptanoate O=C1N(CCC(N1)=O)C1=NN(C2=CC(=CC=C12)N1CCN(CC1)CCCCCCC(=O)OC(C)(C)C)C